OC=1C=C(C=NC1)C=1C=C(SC1)C(=O)N1CCNCC1 4-[4-(5-hydroxypyridin-3-yl)thiophene-2-carbonyl]piperazin